FC(F)(F)C1=C(C=CC(=C1)N)N (trifluoromethyl)benzene-1,4-diamine